C1COCCN1CCN 2-(4-morpholino)ethylamine